FC1(CC(C1)(C)N)F (3,3-Difluoro-1-methyl-cyclobutyl)amine